ClC=1C=C(C=NC1)C=1C=C2C(=CNC2=CC1)NC(=O)NC1=CC=C(C=C1)C(F)(F)F 1-(5-(5-chloropyridin-3-yl)-1H-indol-3-yl)-3-(4-(trifluoromethyl)phenyl)urea